BrC=1C=C(CN2C3=NC(=NC(=C3N=C2)N)F)C=CC1 9-(3-bromobenzyl)-2-fluoro-9H-purine-6-amine